N-(3-(3-amino-4-(1-oxo-1,2,3,4-tetrahydroisoquinolin-6-yl)-1H-pyrazol-1-yl)phenyl)-2-(hydroxymethyl)acrylamide NC1=NN(C=C1C=1C=C2CCNC(C2=CC1)=O)C=1C=C(C=CC1)NC(C(=C)CO)=O